2-(6,6-Dimethyl-11-oxo-6,11-dihydro-benzo[b]naphtho[2,3-d]furan-8-yloxy)-N-(2-piperazin-1-yl-ethyl)-acetamide CC1(C2=CC(=CC=C2C(C=2C3=C(OC21)C=CC=C3)=O)OCC(=O)NCCN3CCNCC3)C